2,3-O-isopropylideneadenosine CC1(O[C@@H]2[C@H](O[C@H]([C@@H]2O1)N3C=NC4=C(N=CN=C43)N)CO)C